aluminum fluorosulfonate salt FS(=O)(=O)[O-].[Al+3].FS(=O)(=O)[O-].FS(=O)(=O)[O-]